5-phenyl-3-(p-bromophenyl)-4-(trifluoromethyl)-1H-pyrazole C1(=CC=CC=C1)C1=C(C(=NN1)C1=CC=C(C=C1)Br)C(F)(F)F